C(OCCC)(OCC(F)(F)F)=O n-propyl (2,2,2-trifluoroethyl) carbonate